C(C)C1COCCC1 3-ethyltetrahydro-2H-pyran